CC1=CC=C(C=C1)C1=CC(N(O1)C)(C)C=1C=NC=CC1 3-[5-(4-methylphenyl)-2,3-dimethyl-isoxazol-3-yl]-pyridine